4,4,5,5-tetramethyl-2-(thiophene-2-yl)-1,3,2-dioxaborolane CC1(OB(OC1(C)C)C=1SC=CC1)C